C(C)(=O)C=1C=NN2C1N=C(N=C2N([C@@H]2CCC=1N(C3=CC=CC=C3C1C2)C(=O)OC(C)(C)C)C(=O)OC(C)(C)C)C=2C=NC=C(C2)F tert-butyl (3R)-3-[[8-acetyl-2-(5-fluoro-3-pyridyl)pyrazolo[1,5-a][1,3,5]triazin-4-yl]-tert-butoxycarbonyl-amino]-1,2,3,4-tetrahydrocarbazole-9-carboxylate